FC(C1(CC1)C(=O)N)(F)F 1-(trifluoromethyl)cyclopropanecarboxamide